CC(CCCCCCC)S(=O)(=O)N methyloctane-1-sulfonamide